C1(CCC1)NC=1C=C(C(=O)NC[C@@H](O)[C@H]2N(CC3=CC(=CC=C3C2)OCOC)C(=O)OC(C)(C)C)C=C(N1)N(C)CCOC (S)-tert-butyl 3-((R)-2-(2-(cyclobutylamino)-6-((2-methoxyethyl)(methyl)amino)isonicotinamido)-1-hydroxyethyl)-7-(methoxymethoxy)-3,4-dihydroisoquinoline-2(1H)-carboxylate